8-aminoinosine NC=1N([C@H]2[C@H](O)[C@H](O)[C@@H](CO)O2)C=2N=CN=C(C2N1)O